p-toluenesulfonyl-amine CC1=CC=C(C=C1)S(=O)(=O)N